N1C=NC2=C1C=C(C=C2)CN(C=2SC=C(N2)CN2CCN(CC2)C)CC2=CC(=CC=C2)OC N-((1H-benzo[d]imidazol-6-yl)methyl)-N-(3-methoxybenzyl)-4-((4-methylpiperazin-1-yl)methyl)thiazol-2-amine